NC[C@@H]1C[C@H](CC1)C(=O)O (1S,3S)-3-AMINOMETHYL-CYCLOPENTANECARBOXYLIC ACID